C(=O)(O)CN[C@@H](CCC(=O)O)C(=O)O (Carboxymethyl)-L-glutamic acid